C(C1=CC=CC=C1)(=O)[O-].[K+].C(C)OC(=O)C1=CC=C(O)C=C1.[K+].C(C1=CC=CC=C1)(=O)[O-] potassium ethylparaben potassium benzoate